5-(4-methoxy-1,3,5-triazin-2-yl)-2-(6-(((1R,3s,5S)-8-methyl-8-azabicyclo[3.2.1]octan-3-yl)oxy)pyridazin-3-yl)phenol COC1=NC(=NC=N1)C=1C=CC(=C(C1)O)C=1N=NC(=CC1)OC1C[C@H]2CC[C@@H](C1)N2C